5-bromo-2-(2-methanesulfonylpropan-2-yl)pyridine BrC=1C=CC(=NC1)C(C)(C)S(=O)(=O)C